6-[3-(1-cyclopropylpyrazol-4-yl)-7,8-dihydro-5H-1,6-naphthyridin-6-yl]-5-methyl-pyridine-3-carbonitrile C1(CC1)N1N=CC(=C1)C=1C=NC=2CCN(CC2C1)C1=C(C=C(C=N1)C#N)C